CC=1N=C2N(C=C(N=C2C)C=2C=CC(=C(C2)O)C=2N=NC(=CC2)C2CN(C2)CC)C1 5-(2,8-dimethylimidazo[1,2-a]pyrazin-6-yl)-2-(6-(1-ethylazetidin-3-yl)pyridazin-3-yl)phenol